C(C)(=O)N1CCC(CC1)(O)C=1C(N(C2=C(C(=NC(=C2C1)N[C@H](C)C1=C(C(=CC=C1)C(F)F)F)C)C#C[C@H]1NCCC1)C)=O 3-(1-acetyl-4-hydroxypiperidin-4-yl)-5-(((R)-1-(3-(difluoromethyl)-2-fluorophenyl)ethyl)Amino)-1,7-dimethyl-8-((S)-pyrrolidin-2-ylethynyl)-1,6-naphthyridin-2(1H)-one